C(C1=CC=CC=C1)N1N=C(C=2C1=NC(=NC2Cl)Cl)C 1-benzyl-4,6-dichloro-3-methyl-1H-pyrazolo[3,4-d]pyrimidine